BrC1=CC(=C(CNC(=O)C2=NC(=NO2)C(C)(C)C)C=C1)C(F)(F)F N-(4-Bromo-2-(trifluoromethyl)benzyl)-3-(tert-butyl)-1,2,4-oxadiazole-5-carboxamide